ClC1=NC(=CC(=N1)Cl)C1CC(C1)(F)F 2,4-dichloro-6-(3,3-difluorocyclobutyl)pyrimidine